C(#N)C1=C(C=C(C2=C1CCO2)C2=CC=C(C=C2)OC(F)(F)F)NCC(C(=O)N(C)O)=C 2-[[[4-Cyano-7-[4-(trifluoromethoxy)phenyl]-2,3-dihydrobenzofuran-5-yl]amino]methyl]-N-hydroxy-N-methylprop-2-enamid